tert-butyl 6-[[5-(difluoromethyl)-2-(2-trimethylsilylethoxymethyl) pyrazol-3-yl] methylene]-2-azaspiro[3.3]heptane-2-carboxylate FC(C=1C=C(N(N1)COCC[Si](C)(C)C)C=C1CC2(CN(C2)C(=O)OC(C)(C)C)C1)F